ClC1=CC2=C(C=N1)C(=NN2)CO (6-Chloro-1H-pyrazolo[4,3-c]pyridin-3-yl)methanol